(R)-7-amino-3-(1-(but-2-ynoyl)piperidin-3-yl)-1-(4-phenoxyphenyl)-1,5-dihydro-4H-pyrrolo[2,3-d]pyridazin-4-one NC1=NNC(C2=C1N(C=C2[C@@H]2CN(CCC2)C(C#CC)=O)C2=CC=C(C=C2)OC2=CC=CC=C2)=O